3-(o-Ethoxyphenyl)-2-{[4-(2-{p-[(10-{3-(2-methoxytoluidinocarbonyloxy)-9-azabicyclo[3.3.1]non-9-yl}decylamino)methyl]phenoxy}acetyl)-1-piperazinyl]methyl}-3H-quinazolin-4-one C(C)OC1=C(C=CC=C1)N1C(=NC2=CC=CC=C2C1=O)CN1CCN(CC1)C(COC1=CC=C(C=C1)CNCCCCCCCCCCN1C2CC(CC1CCC2)OC(=O)NC2=CC(=C(C=C2)C)OC)=O